2-((2S)-1-acryloyl-4-(7-(5-fluoronaphthalen-1-yl)-2-(((S)-1-methylpyrrolidin-2-yl)methoxy)-6,7-dihydro-5H-pyrano[2,3-d]pyrimidin-4-yl)piperazin-2-yl)acetonitrile C(C=C)(=O)N1[C@H](CN(CC1)C=1C2=C(N=C(N1)OC[C@H]1N(CCC1)C)OC(CC2)C2=CC=CC1=C(C=CC=C21)F)CC#N